FC1=NC=CC(=C1)N1C2CNCC1CC2 8-(2-fluoropyridin-4-yl)-3,8-diazabicyclo[3.2.1]octane